tert-butyl N-(3-{[(tert-butoxy)carbonyl]({2-[(4-{[6-(5-chloro-2-fluorophenyl)pyridazin-4-yl]amino}quinolin-7-yl)oxy]ethyl})amino}propyl)-N-methylcarbamate C(C)(C)(C)OC(=O)N(CCCN(C(OC(C)(C)C)=O)C)CCOC1=CC=C2C(=CC=NC2=C1)NC1=CN=NC(=C1)C1=C(C=CC(=C1)Cl)F